OCC/C=C/CCCCCCCCCCCCCCCC(=O)[O-] (15E)-18-hydroxy-15-octadecenylacetate